BrC=1C=C(C=C2C(N(C(=NC12)N1CCOCC1)C)=O)C=O 8-bromo-3-methyl-2-morpholino-4-oxo-quinazoline-6-carbaldehyde